S(=O)(=O)(O)O.OCCNC1=CC=C(C=C1)NCCO bis[2-hydroxyethyl]-p-phenylenediamine sulfate